2-(1-((1-(3-(2,6-dioxopiperidin-3-yl)-2-oxo-2,3-dihydrobenzo[d]oxazol-6-yl)piperidin-4-yl)methyl)piperidin-4-yl)acetic acid O=C1NC(CCC1N1C(OC2=C1C=CC(=C2)N2CCC(CC2)CN2CCC(CC2)CC(=O)O)=O)=O